NCC1(CN(CCC1)C(=O)OC(C)(C)C)C tert-butyl 3-(aminomethyl)-3-methyl-piperidine-1-carboxylate